(R)-N-(7-(1-(1-propenylpiperidin-3-yl)-4-amino-1H-pyrazolo[3,4-d]pyrimidin-3-yl)benzo[d][1,3]dioxol-4-yl)-benzo[b]thiophene-2-carboxamide C(=CC)N1C[C@@H](CCC1)N1N=C(C=2C1=NC=NC2N)C2=CC=C(C1=C2OCO1)NC(=O)C1=CC2=C(S1)C=CC=C2